C(C)(C)(C)OC(=O)N1CC(CC1)COC1=CC2=CC=CC=C2C=C1C1=CC(=NN1)N 3-((3-(3-amino-1H-pyrazol-5-yl)naphthalen-2-yloxy)methyl)pyrrolidine-1-carboxylic acid tert-butyl ester